ClC=1C=C(CN2CCN(C3=CC=CC=C23)CCCN2CCCC2)C=CC1 1-(4-(3-chlorobenzyl)-3,4-dihydroquinoxalin-1(2H)-yl)-3-(pyrrolidin-1-yl)propan